C\C(=C/C=C)\C=CC=C(C)C (E)-4,8-dimethyl-nonene-1,3,7-triene